(8-bromo-5-(3-methoxypropyl)-1,3,4,5-tetrahydro-2H-pyrido[4,3-b]indol-2-yl)-N-hydroxy-8-oxooctanamide BrC1=CC=2C3=C(N(C2C=C1)CCCOC)CCN(C3)C(C(=O)NO)CCCCCC=O